C(C)(=O)C1=C(C=CC=C1)C1=C(C=CC(=C1)F)OC=1C(=NC=NC1)N1CC2(CN(C2)C(=O)OC(C)(C)C)C1 tert-butyl 6-(5-((2'-acetyl-5-fluoro-[1,1'-biphenyl]-2-yl)oxy)pyrimidin-4-yl)-2,6-diazaspiro[3.3]heptane-2-carboxylate